C(C1=CC=CC=C1)(=O)NC=1C(=C(C(=O)OCC2=CC=CC=C2)C=CC1)F benzyl 3-benzamido-2-fluorobenzoate